BrC1=CN=CC2=CC=CC=C12 4-bromo-isoquinoline